3-(4-(5-bromo-2-chlorobenzyl)phenoxy)tetrahydrofuran BrC=1C=CC(=C(CC2=CC=C(OC3COCC3)C=C2)C1)Cl